5-amino-3-(2-fluoropropan-2-yl)pyrazine-2-carbonitrile NC=1N=C(C(=NC1)C#N)C(C)(C)F